FC=1C=C(OCCNCCC)C=C(C1)S(=O)(=O)C N-[2-(3-FLUORO-5-METHANE-SULFONYLPHENOXY)ETHYL](PROPYL)AMINE